FC(C1CN(C1)C1=CC=C(C=C1)NC1=CC=C(CNC(OC(C)(C)C)=O)C=C1)(F)F tert-butyl (4-((4-(3-(trifluoromethyl)azetidin-1-yl)phenyl)amino)benzyl)carbamate